NC1=NNC2=CC=C(C=C12)C1=C2C(=NC=C1)NC(=C2)C2=CC(=NC=C2)N2CCS(CC2)(=O)=O 4-(4-(4-(3-amino-1H-indazol-5-yl)-1H-pyrrolo[2,3-b]pyridin-2-yl)pyridin-2-yl)thiomorpholine 1,1-dioxide